N1C=CC=2CC(C=CC12)=O indol-5(4H)-one